FC(C=1C=CC(=NC1)N1N=CC(=N1)N)(F)F 2-[5-(trifluoromethyl)pyridin-2-yl]-2H-1,2,3-triazol-4-amine